CC(C(C)NCCCCCCCCCCCN)C N-(3-methylbutan-2-yl)undecane-1,11-diamine